N1CCC(CC1)CCC[O-] 3-(piperidin-4-yl)propanolate